Phenyl-methyl-silylenebis(indenyl)zirconium dichloride [Cl-].[Cl-].C1(=CC=CC=C1)[Si](=[Zr+2](C1C=CC2=CC=CC=C12)C1C=CC2=CC=CC=C12)C